C(C)(C)(C)C=1C=C(C=C(C1O)C(C)(C)C)C(C(=O)OCC(COC(C(C)C1=CC(=C(C(=C1)C(C)(C)C)O)C(C)(C)C)=O)(COC(C(C)C1=CC(=C(C(=C1)C(C)(C)C)O)C(C)(C)C)=O)COC(C(C)C1=CC(=C(C(=C1)C(C)(C)C)O)C(C)(C)C)=O)C pentaerythritol tetrakis[e-(3,5-di-tert-butyl-4-hydroxyphenyl) propionate]